3-((2,3,5,6-tetrafluoro-3'-(trifluoromethoxy)-[1,1'-biphenyl]-4-yl)carbamoyl)thiophene-2-carboxylic acid FC1=C(C(=C(C(=C1F)NC(=O)C1=C(SC=C1)C(=O)O)F)F)C1=CC(=CC=C1)OC(F)(F)F